CN1N=C(C=2C1=NC(=NC2)N2CC1(CN(C1)C1=NC(=NC(=C1)C(F)(F)F)C)CC2)C 6-{1,3-dimethyl-1H-pyrazolo[3,4-d]pyrimidin-6-yl}-2-[2-methyl-6-(trifluoromethyl)pyrimidin-4-yl]-2,6-diazaspiro[3.4]octane